dioctadecyldimethylammonium C(CCCCCCCCCCCCCCCCC)[N+](C)(C)CCCCCCCCCCCCCCCCCC